C1(CCC1)N(C1=CN=CC(=N1)CN[C@@H](CCC1=NC(=NC(=C1OC)C1=C(C=CC=C1C)C)NS(=O)(=O)C=1C=C(C(=O)O)C=CC1)CC(C)(C)C)C 3-[[4-[(3S)-3-[[6-[Cyclobutyl(methyl)amino]pyrazin-2-yl]methylamino]-5,5-dimethyl-hexyl]-6-(2,6-dimethylphenyl)-5-methoxy-pyrimidin-2-yl]sulfamoyl]benzoic acid